naphthalene-sulphonate C1(=CC=CC2=CC=CC=C12)S(=O)(=O)[O-]